ClC=1C=C(C=C(C1)C1=C(C=C(C=C1C(C)C)C(C)C)C(C)C)O 5-chloro-2',4',6'-triisopropyl-[1,1'-biphenyl]-3-ol